S1C=CC=2C1=CN=CC2N2N=CC(=C2C(F)(F)F)C(=O)NC2=CC(=NC=C2)C(F)(F)F 1-(Thieno[2,3-c]pyridin-4-yl)-5-(trifluoromethyl)-N-(2-(trifluoromethyl)pyridin-4-yl)-1H-pyrazol-4-carboxamid